N1(CCCCC1)C(=O)C=1C=NN2C1C=CC=C2C=2C=C1C=CC=NC1=CC2 6-(3-(piperidine-1-carbonyl)pyrazolo[1,5-a]Pyridin-7-yl)quinoline